Ethyl (E)-3-(2-((tert-butoxycarbonyl)amino)-4-methylphenyl)acrylate C(C)(C)(C)OC(=O)NC1=C(C=CC(=C1)C)/C=C/C(=O)OCC